(S)-8-ethyl-N-(1-(5-(7-methoxy-1-methyl-2-oxo-1,2-dihydroquinolin-6-yl)oxazol-2-yl)-7-oxononyl)-1-oxa-2,8-diazaspiro[4.5]dec-2-ene-3-carboxamide C(C)N1CCC2(CC(=NO2)C(=O)N[C@@H](CCCCCC(CC)=O)C=2OC(=CN2)C=2C=C3C=CC(N(C3=CC2OC)C)=O)CC1